OC(C)(C)C1=CC=CC(=N1)C(=O)NC1=CC2=CN(N=C2C=C1C(C)(C)O)CCCC(F)(F)F 6-(2-Hydroxypropan-2-yl)-N-[6-(2-hydroxypropan-2-yl)-2-(4,4,4-trifluorobutyl)-2H-indazol-5-yl]pyridine-2-carboxamide